C(C)(C)(C)OC(=O)N1CCC(CC1)CN(CCC)C1CC2=CC=CC(=C2CC1)OC tert-Butyl-4-(((5-methoxy-1,2,3,4-tetrahydronaphthalen-2-yl)(propyl)amino)methyl)piperidine-1-carboxylate